N1=NC=CC2=C1C1=C(S2)C=CC=C1 benzothiophenopyridazine